(5-chloro-2-methylphenyl)-2-(2-((4-fluorobenzyl)thio)-4H-imidazo[4,5-b]pyridin-4-yl)butanamide ClC=1C=CC(=C(C1)C(C(=O)N)(CC)N1C=2C(=CC=C1)N=C(N2)SCC2=CC=C(C=C2)F)C